FC1(CN(C1)CC1=NC=CC(=C1)C1CNCCC1(F)F)F 2-((3,3-difluoroazetidin-1-yl)methyl)-4-(4,4-difluoropiperidin-3-yl)pyridine